3-((5-Bromo-3-chloro-2-hydroxyphenyl)sulfonamido)-5-cyclopropyl-2-fluoro-N-(oxetan-3-yl)benzamide BrC=1C=C(C(=C(C1)S(=O)(=O)NC=1C(=C(C(=O)NC2COC2)C=C(C1)C1CC1)F)O)Cl